tert-Butyl (R)- and (S)-(4-(4-aminopentyl)-1,3-dimethyl-1H-pyrazol-5-yl)carbamate N[C@@H](CCCC=1C(=NN(C1NC(OC(C)(C)C)=O)C)C)C |r|